N1=NC(=CC=C1)[C@H]1[C@@H](C1)C(=O)O trans-2-pyridazin-3-ylcyclopropanecarboxylic acid